trans-tert-butyl ((1r,4r)-4-(methylcarbamoyl)cyclohexyl)carbamate CNC(=O)[C@@H]1CC[C@H](CC1)NC(OC(C)(C)C)=O